FC1CC(N(C1)C(C(C(C)C)O)=O)C(=O)NC(C1=CC=C(C=C1)C(C)C)C1=CC=CC=C1 4-fluoro-1-(2-hydroxy-3-methylbutyryl)-N-{phenyl-[4-(prop-2-yl)phenyl]methyl}pyrrolidine-2-carboxamide